N'-hydroxy-N-(4-iodopyridin-2-yl)formimidamide ON=CNC1=NC=CC(=C1)I